tert-butyl N-[(1S)-4-amino-1-{[(1S,2S)-2-methyl-1-(methylcarbamoyl)butyl]carbamoyl}butyl]-carbamate NCCC[C@@H](C(N[C@@H]([C@H](CC)C)C(NC)=O)=O)NC(OC(C)(C)C)=O